2-methyl-2-propanyl 4-(5-(7-(1-piperidinylcarbonyl)-2-quinoxalinyl)-2-pyrimidinyl)-1-piperazinecarboxylate N1(CCCCC1)C(=O)C1=CC=C2N=CC(=NC2=C1)C=1C=NC(=NC1)N1CCN(CC1)C(=O)OC(C)(C)C